N-((6,7,8,9-tetrahydro-5H-[1,2,4]triazolo[4,3-a]azepin-3-yl)methyl)isoxazol-3-amine N=1N=C(N2C1CCCCC2)CNC2=NOC=C2